3-[(3-Methyltetrahydrofuran-3-yl)methoxy]-5-(5-methyl-1,3-thiazol-2-yl)benzoic acid methyl ester COC(C1=CC(=CC(=C1)C=1SC(=CN1)C)OCC1(COCC1)C)=O